2-chloro-5-isopropyl-4-[[4-[1-methyl-4-(trifluoromethyl)imidazol-2-yl]phenyl]methoxy]pyrimidine ClC1=NC=C(C(=N1)OCC1=CC=C(C=C1)C=1N(C=C(N1)C(F)(F)F)C)C(C)C